N1=C(C=CC2=CC=CC=C12)C(=O)NN Quinolinehydrazide